C(CCC)C1=NC=2C(=C(N=NC2N)OC(C)C)N1CCC1CCNCC1 2-butyl-7-isopropoxy-1-(2-(piperidin-4-yl)ethyl)-1H-imidazo[4,5-d]pyridazin-4-amine